5-[(3aS,4S,6aR)-1,3-dibenzyl-2-oxohexahydro-1H-thieno[3,4-d]imidazol-4-yl]pentanoic acid C(C1=CC=CC=C1)N1C(N([C@H]2[C@@H]1CS[C@H]2CCCCC(=O)O)CC2=CC=CC=C2)=O